CN1C(N(C2=C1C=C(C=C2)CC2CCN(CC2)C2CCNCC2)C2CNCCC2)=O 3-[3-methyl-2-oxo-5-[[1-(4-piperidyl)-4-piperidyl]methyl]benzimidazol-1-yl]piperidine